OC1=C(C=CC=C1)C1=CC2=C(N=N1)NC(=C2)[C@H]2CN(CCN2C)C(C=C)=O (R)-1-(3-(3-(2-hydroxyphenyl)-7H-pyrrolo[2,3-c]pyridazin-6-yl)-4-methylpiperazin-1-yl)prop-2-en-1-one